CC1=C(C(=O)NC2(CC2)C2=C3C=CC=NC3=CC(=C2)C=C)C=C(C(=C1)NC)OCC1N(CC1)C 2-Methyl-4-(methylamino)-5-((1-methylazetidin-2-yl)methoxy)-N-(1-(7-vinylquinolin-5-yl)cyclopropyl)benzamide